3-(((ethylimino)methylene)amino)-N,N-dimethylpropan-1-amine hydrogen chloride Cl.C(C)N=C=NCCCN(C)C